CC1OCC1N1[C@H]2[C@@](CCC1)(CCC2)COC=2N=C(C1=C(N2)C(=C(N=C1)C1=CC(=CC2=CC=C(C(=C12)C#C)F)O)F)N1CCOCCC1 4-(2-{[(4aS,7aR)-1-(2-methyloxetan-3-yl)-octahydro-1H-cyclopenta[b]pyridin-4a-yl]methoxy}-8-fluoro-4-(1,4-oxazepan-4-yl)pyrido[4,3-d]pyrimidin-7-yl)-5-ethynyl-6-fluoronaphthalen-2-ol